(R)-4-(5-(difluoromethyl)-1,3,4-thiadiazol-2-yl)-N-(1-methylcyclopropyl)-2-(2-methylpiperazin-1-yl)quinazoline-6-sulfonamide FC(C1=NN=C(S1)C1=NC(=NC2=CC=C(C=C12)S(=O)(=O)NC1(CC1)C)N1[C@@H](CNCC1)C)F